DIHYDROPYRIDO[2,3-D]PYRIMIDINE C1NC2=C(C=CC=N2)C=N1